5-(4-(1,3-Dioxoisoindolin-2-yl)butoxy)isophthalaldehyde O=C1N(C(C2=CC=CC=C12)=O)CCCCOC=1C=C(C=C(C=O)C1)C=O